N[C@H](C(=O)O)\C=C/CP(=O)(O)O (Z)-L-2-amino-5-phosphono-3-pentenoic acid